3-((5-(5-(difluoromethyl)-1,3,4-oxadiazol-2-yl)pyridin-2-yl)methyl)-5-fluoro-1,3-dihydro-2H-benzo[d]imidazol-2-one FC(C1=NN=C(O1)C=1C=CC(=NC1)CN1C(NC2=C1C=C(C=C2)F)=O)F